6-(cyclopropyl-(4-fluorophenyl)amino)nicotinonitrile C1(CC1)N(C1=NC=C(C#N)C=C1)C1=CC=C(C=C1)F